C(C)OC(=O)C1(CC=CC1)NC(CC(=O)OC)=O (3-methoxy-3-oxopropanamido)cyclopent-3-ene-1-carboxylic acid ethyl ester